FC(C(C)N1C[C@H](N(CC1)CC1=C2C=CNC2=C(C=C1OC)C)C1=CC=C(C(=O)O)C=C1)F 4-((2R)-4-(1,1-difluoropropan-2-yl)-1-((5-methoxy-7-methyl-1H-indol-4-yl)methyl)piperazin-2-yl)benzoic acid